ClC1=CC=C(C=C1)C1=CC=2C3(C4=CC=CC=C4C2C=C1)C=1C=CC=CC1OC=1C2=C(C=CC13)C=CC=C2 2'-(4-chlorophenyl)spiro(benzo[c]xanthene-7,9'-fluorene)